fluorosqualene FCC(C)=CCC\C(\C)=C\CC\C(\C)=C\CC\C=C(/C)\CC\C=C(/C)\CCC=C(C)C